3,5-dimethoxy-phenyl-boronic acid COC=1C=C(C=C(C1)OC)B(O)O